N-HEPTYLCYCLOHEXANE CCCCCCCC1CCCCC1